FC(OC=1C=C(C=C(C1)F)C1=CC(=C(C=C1)N1CCC(CC1)S(=O)(=O)C)NS(=O)(=O)C1=CC(=CC=C1)C(F)(F)F)F N-(3'-(difluoromethoxy)-5'-fluoro-4-(4-(methylsulfonyl)piperidin-1-yl)biphenyl-3-yl)-3-(trifluoromethyl)benzenesulfonamide